C(C)(=O)C1=CN=C2N1C=C(C=C2)C2=C(C(=CC=C2)F)C 3-acetyl-6-(3-fluoro-2-methylphenyl)imidazo[1,2-a]pyridin